Ethyl (R,E)-3-(3-(4-fluorophenyl)allyl)-2-oxotetrahydro-2H-pyran-3-carboxylate FC1=CC=C(C=C1)/C=C/C[C@@]1(C(OCCC1)=O)C(=O)OCC